C(C)(C)(C)OC(=O)N1CC(C(CC1)OS(=O)(=O)C(F)(F)F)(F)F 3,3-difluoro-4-(trifluoromethanesulfonyloxy)piperidine-1-carboxylic acid tert-butyl ester